CC1=C(OC2=C(C=C(C=C2C1=O)C)[C@@H](C)NC1=C(C=CC=C1)C=1N=NNN1)C=1C=NN(C1)C 3,6-Dimethyl-2-(1-methylpyrazol-4-yl)-8-[(1R)-1-[2-(2H-tetrazol-5-yl)anilino]ethyl]chromen-4-one